tert-butyl (1-(6-chloropyrido[2,3-b]pyrazin-2-yl)-4-methyl piperidin-4-yl)carbamate ClC=1C=CC=2C(=NC=C(N2)N2CCC(CC2)(C)NC(OC(C)(C)C)=O)N1